Cl.C(CCCCCCCCC)=O Decan-1-one hydrochloride